[4-[2-(tetrahydropyran-4-ylamino)-5H-pyrrolo[2,3-b]pyrazin-7-yl]-1-piperidyl]-[4-(trifluoromethoxy)phenyl]methanone O1CCC(CC1)NC=1N=C2C(=NC1)NC=C2C2CCN(CC2)C(=O)C2=CC=C(C=C2)OC(F)(F)F